6-Amino-2-butoxy-9-({6-[13-hydroxy-2-(2-{2-[2-(2-hydroxyethoxy)ethoxy]ethoxy}ethyl)-5,8,11-trioxa-2-azatridecan-1-yl]pyridin-3-yl}methyl)-7,9-dihydro-8H-purin-8-one NC1=C2NC(N(C2=NC(=N1)OCCCC)CC=1C=NC(=CC1)CN(CCOCCOCCOCCO)CCOCCOCCOCCO)=O